C(#N)C1=CC(=NC=N1)N1CCC(CC1)(C(=O)N1C[C@H]2OC3=C([C@@H]1C2)C=NC=C3C#N)F (2S,5S)-4-(1-(6-cyanopyrimidin-4-yl)-4-fluoropiperidine-4-carbonyl)-2,3,4,5-tetrahydro-2,5-methanopyrido[3,4-f][1,4]oxazepine-9-carbonitrile